Cl.CC1N(CC(NC1)C)C(=O)OC(C)(C)C tert-butyl 2,5-dimethylpiperazine-1-carboxylate hydrochloride